C(#N)C1=CC=2N(N=C1)C(=CC2)C2=CC(=C(C=N2)C2=NN=C(S2)C2CCC(CC2)NC(OC)=O)NC21CCC(CC2)(CC1)O methyl ((1r,4r)-4-(5-(6-(3-cyanopyrrolo[1,2-b]pyridazin-7-yl)-4-((4-hydroxybicyclo[2.2.2]octan-1-yl)amino)pyridin-3-yl)-1,3,4-thiadiazol-2-yl)cyclohexyl)carbamate